1-(4-(4-(2-amino-4-(difluoromethyl)pyrimidin-5-yl)-6-morpholino-1,3,5-triazin-2-yl)piperazin-1-yl)-9-methyldecane-1,7-dione NC1=NC=C(C(=N1)C(F)F)C1=NC(=NC(=N1)N1CCOCC1)N1CCN(CC1)C(CCCCCC(CC(C)C)=O)=O